C(#C)C=1C=NN2C1C(=CC(=C2)C=2C=NN(C2C)C2CCN(CC2)C(CO)=O)SC2=NC=C(C=C2)F 1-(4-(4-(3-ethynyl-4-((5-fluoropyridin-2-yl)thio)pyrazolo[1,5-a]pyridin-6-yl)-5-methyl-1H-pyrazol-1-yl)piperidin-1-yl)-2-hydroxyethan-1-one